N8-(3,3-difluoroindan-1-yl)-2-(methoxymethyl)imidazo[1,2-b]pyridazine-3,8-dicarboxamide FC1(CC(C2=CC=CC=C12)NC(=O)C=1C=2N(N=CC1)C(=C(N2)COC)C(=O)N)F